C1=C(C=CC2=CC=CC=C12)N naphthalen-2-amine